bis[4-(trifluoromethyl) phenyl] sulfone FC(C1=CC=C(C=C1)S(=O)(=O)C1=CC=C(C=C1)C(F)(F)F)(F)F